NC1=C(C(=NN1C(C)C)C1=NC=C(C=C1)CC(NC1=CC(=CC=C1)C(F)(F)F)=O)C(=O)N 5-amino-1-isopropyl-3-[5-[2-oxo-2-[3-(trifluoromethyl)anilino]ethyl]-2-pyridinyl]pyrazole-4-carboxamide